2-fluoro-4-(5-methylpyrimidin-2-yl)benzoic acid FC1=C(C(=O)O)C=CC(=C1)C1=NC=C(C=N1)C